COC1=NC=CC(=C1)C1=NNC2=CC(=C(C=C12)C1C[C@@H]2[C@@H](CNC2)C1)C 3-(2-methoxypyridin-4-yl)-6-methyl-5-((3aR,5r,6aS)-octahydrocyclopenta[c]pyrrol-5-yl)-1H-indazole